4-((1R,3R)-3-amino-2,2,4,4-tetramethylcyclobutoxy)-2-methoxybenzonitrile NC1C(C(C1(C)C)OC1=CC(=C(C#N)C=C1)OC)(C)C